3,4-dihydro-2H-pyran-2-formaldehyde O1C(CCC=C1)C=O